tert-Butyl 2-((((9H-fluoren-9-yl)methoxy) carbonyl)(methyl)amino)-4-(3,5-difluoro-4-methoxyphenyl)butanoate C1=CC=CC=2C3=CC=CC=C3C(C12)COC(=O)N(C(C(=O)OC(C)(C)C)CCC1=CC(=C(C(=C1)F)OC)F)C